lauryl-ethyl-dimethyl-ammonium chloride [Cl-].C(CCCCCCCCCCC)[N+](C)(C)CC